ClC=1N=C2C(=CC=NC2=C(C1Cl)Cl)O 6,7,8-trichloro-4-hydroxy-1,5-naphthyridin